(R)-2-(difluoromethyl)-5-(2,4-difluorophenyl)-3,4-dihydro-2H-pyrano[2,3-b]Pyridine-7-formamide FC([C@H]1CCC=2C(=NC(=CC2C2=C(C=C(C=C2)F)F)C(=O)N)O1)F